CC1=NC(=CC(=N1)NC1=NC=C(C(=O)NOCC)C(=C1)NC1=C(C(=CC=C1)C1=NC=C(C=N1)F)OC([2H])([2H])[2H])C 6-((2,6-dimethylpyrimidin-4-yl)amino)-N-ethoxy-4-((3-(5-Fluoropyrimidin-2-yl)-2-(methoxy-d3)phenyl)amino)nicotinamide